NC1=NNC2=C(C=C(C(=C12)OC1=C(C=CC(=C1)F)Cl)NC(C1=CC(=CC(=C1)C(F)(F)F)F)=O)C N-(3-amino-4-(2-chloro-5-fluorophenoxy)-7-methyl-1H-indazol-5-yl)-3-fluoro-5-(trifluoromethyl)benzamide